C(C)(=O)NC1=NC=CC(=C1)OC1=CC=C(C=C1)C=1N(C=C(N1)C(=O)N)C1=CC=C(C=C1)F (4-{[2-(acetylamino)pyridin-4-yl]oxy}phenyl)-1-(4-fluorophenyl)-1H-imidazole-4-carboxamide